Cl.Cl.C12CC(CC(CC1)N2)N2CCC(CC2)C=2C=C(C=1N(C2)C=C(N1)C1=CC=C(C=C1)S(=O)(=O)C)F 6-(1-(8-azabicyclo[3.2.1]octan-3-yl)piperidin-4-yl)-8-fluoro-2-(4-(methylsulfonyl)phenyl)imidazo[1,2-a]pyridine dihydrochloride